COC=1C=C(C=CC1OC)C=1NC2=CC=C(C=C2C1C(C)C)C1CCN(CC1)CC(=O)N1CC(CCC1)CO 2-(4-(2-(3,4-dimethoxyphenyl)-3-isopropyl-1H-indol-5-yl)piperidin-1-yl)-1-(3-(hydroxymethyl)piperidin-1-yl)ethan-1-one